C1(=CC=CC2=CC=CC=C12)C(C)N 1-(naphthalen-1-yl)ethan-1-amine